C(C)OC(\C=C\C=1C=NN(C1)C1OCCCC1)=O (2E)-3-[1-(oxan-2-yl)-1H-pyrazol-4-yl]2-propenoic acid ethyl ester